ethyl-tri(trimethyl-siloxy)silane C(C)[Si](O[Si](C)(C)C)(O[Si](C)(C)C)O[Si](C)(C)C